2-(4-((4-((2-fluorophenyl)amino)quinazolin-2-yl)amino)phenyl)acetonitrile FC1=C(C=CC=C1)NC1=NC(=NC2=CC=CC=C12)NC1=CC=C(C=C1)CC#N